OB1N(N=C(C2=C1C=NC1=C2C=CN1)C1CC(C1)NS(=O)(=O)CCC)C N-((1r,3r)-3-(4-hydroxy-3-methyl-4,7-dihydro-3H-pyrrolo[3',2':5,6]pyrido[3,4-d][1,2,3]diazaborinin-1-yl)cyclobutyl)propane-1-sulfonamide